oleyl-amine C(CCCCCCC\C=C/CCCCCCCC)N